C(C)(C)(C)OC(=O)N[C@H](C(=O)OCC1=CC=CC=C1)CC1=NC(=NO1)C1=CC=C(C=C1)OC1=NC=C(C=C1)Cl benzyl (S)-2-((tert-butoxycarbonyl)amino)-3-(3-(4-((5-chloropyridin-2-yl)oxy)phenyl)-1,2,4-oxadiazol-5-yl)propanoate